C(C)(C)(C)OC(=O)N1CCN(CC1)CC1=CC=C(C=C1)COC1=C2CN(C(C2=CC=C1)=O)C(CCC(=O)OC)C(N)=O 4-{4-[2-(1-carbamoyl-3-methoxycarbonyl-propyl)-1-oxo-2,3-dihydro-1H-isoindol-4-yloxymethyl]-benzyl}-piperazine-1-carboxylic acid tert-butyl ester